Cl.Cl.CN[C@H](C(=O)OCC1=CC(=NC(=C1)Cl)Cl)CCCCN1CCOCC1 (2,6-dichloropyridin-4-yl)methyl (S)-2-(methylamino)-6-morpholinohexanoate dihydrochloride